3-((7S,8S)-18-ethyl-2,5,8,12,17-pentamethyl-13-vinyl-7H,8H-porphyrin-7-yl)-N-(3-(((2S,3R,4S,5S,6R)-3,4,5-trihydroxy-6-(hydroxymethyl)tetrahydro-2H-pyran-2-yl)thio)propyl)propanamide C(C)C1=C(C=2C=C3C(=C(C(=CC=4[C@H]([C@@H](C(=C(C5=CC(=C(N5)C=C1N2)C)C)N4)CCC(=O)NCCCS[C@@H]4O[C@@H]([C@H]([C@@H]([C@H]4O)O)O)CO)C)N3)C)C=C)C